tert-butyl 5-(pyrrolidin-1-yl)-3,4-dihydropyridine-1(2H)-carboxylate N1(CCCC1)C=1CCCN(C1)C(=O)OC(C)(C)C